1-(4-(4-methylpiperazin-1-yl)cyclohexyl)-3-(4-phenoxyphenyl)-1H-pyrrolo[3,2-c]pyridin-4-amine CN1CCN(CC1)C1CCC(CC1)N1C=C(C=2C(=NC=CC21)N)C2=CC=C(C=C2)OC2=CC=CC=C2